dimethyl-4-(benzyloxycarbonyloxy)phenylsulfonium hexafluoroantimonate F[Sb-](F)(F)(F)(F)F.C[S+](C1=CC=C(C=C1)OC(=O)OCC1=CC=CC=C1)C